C1N2CC(C3C1CCC3C2)=O hexahydro-2,5-methanocyclopenta[c]pyridin-4(3H)-one